C(C)N1C(=NN(C1=O)C=1C=C2C(=CN(C(C2=CC1F)=O)C1=C(C=CC=C1)OC)C(C)C)CO 6-(4-ethyl-3-(hydroxymethyl)-5-oxo-4,5-dihydro-1H-1,2,4-triazol-1-yl)-7-fluoro-4-isopropyl-2-(2-methoxyphenyl)isoquinolin-1(2H)-one